IC1=CC=C(C=C1)N1CCC(CC1)CCN1CCC(CC1)C1=CC=C(C=C1)C1C(NC(CC1)=O)=O 3-(4-(1-(2-(1-(4-Iodophenyl)piperidin-4-yl)ethyl)piperidin-4-yl)phenyl)piperidine-2,6-dione